FC1(CN(C2C1N(OC2)C(=O)OCC2C1=CC=CC=C1C=1C=CC=CC21)C(=O)OC(C)(C)C)F 1-((9H-fluoren-9-yl) methyl) 4-tert-butyl 6,6-difluorotetrahydro-1H-pyrrolo[3,2-c]isoxazole-1,4(5H)-dicarboxylate